ethyl 3-trifluoromethyl-2-pyrazinecarboxylate FC(C=1C(=NC=CN1)C(=O)OCC)(F)F